dimethylmalonylpenicillamine C[C@](N(C(CC(=O)O)=O)C)(C(C)(C)S)C(=O)O